2-(tert-butoxycarbonyl)-2-azaspiro[4.4]nonane-7-carboxylic acid C(C)(C)(C)OC(=O)N1CC2(CC1)CC(CC2)C(=O)O